CN1CC(C1)(C)[C@](O)(C1=CC=C(C=C1)OC(F)(F)F)C1=CC(=CC=C1)C=1OC(=NN1)C (S)-(1,3-Dimethyl-azetidin-3-yl)-[3-(5-methyl-[1,3,4]oxadiazol-2-yl)-phenyl]-(4-trifluoromethoxy-phenyl)-methanol